O1C(C1)CC1=C(C(=C(C(=C1C(=O)[O-])CC1OC1)C(=O)[O-])CC1OC1)C(=O)[O-].S(=O)(=O)(O)C1=CC=C(C=C1)C1=C2C=CC(C(=C3C=CC(=C(C=4C=CC(=C(C5=CC=C1N5)C5=CC=C(C=C5)S(=O)(=O)O)N4)C4=CC=C(C=C4)S(=O)(=O)O)N3)C3=CC=C(C=C3)S(=O)(=O)O)=N2.[Fe+3] iron (III) tetrakis(4-sulfophenyl)porphyrin tris(oxiran-2-ylmethyl)benzene-1,3,5-tricarboxylate